FC=1C=2N(C=C(C1)NC(=O)C1=CC=C(C3=CN(N=C13)CC1(COC1)O)N1CCNCC1)C=C(N2)C N-{8-fluoro-2-methylimidazo[1,2-a]pyridin-6-yl}-2-[(3-hydroxyoxetan-3-yl)methyl]-4-(piperazin-1-yl)indazole-7-carboxamide